C(C)(=O)OC(C=C)(CC)CC 1,1-diethylallyl acetate